OCCOC1CN(C1)C1=CC(=C2C(C(=CN(C2=N1)C=1SC=CN1)C(=O)O)=O)C 7-[3-(2-hydroxyethoxy)azetidin-1-yl]-5-methyl-4-oxo-1-(1,3-thiazol-2-yl)-1,4-dihydro-1,8-naphthyridine-3-carboxylic acid